7-(6-chloropyridin-2-yl)-8-methyl-[1,2,4]triazolo[1,5-a]pyridin-2-amine ClC1=CC=CC(=N1)C1=C(C=2N(C=C1)N=C(N2)N)C